2-(1-cyclopropyl-piperidin-4-yl)-8-fluoro-6-(3-methylpyrrolo[1,2-a]pyrazine-7-yl)quinazoline-4(3H)one acetate C(C)(=O)O.C1(CC1)N1CCC(CC1)C1=NC2=C(C=C(C=C2C(N1)=O)C=1C=C2N(C=C(N=C2)C)C1)F